N1C=CC2=C(C=CC=C12)[C@@H]1COCCCN1C=O |r| (+-)-3-(1H-indol-4-yl)-1,4-oxazepan-4-carbaldehyde